2,4,6-tri-t-butylphenyl-2-ethyl-1,3-propanediol phosphite P(O)(O)O.C(C)(C)(C)C1=C(C(=CC(=C1)C(C)(C)C)C(C)(C)C)C(C(CO)CC)O